tris(dodecylphenyl)sulfonium tetrakis(3,5-bistrifluoromethylphenyl)borate FC(C=1C=C(C=C(C1)C(F)(F)F)[B-](C1=CC(=CC(=C1)C(F)(F)F)C(F)(F)F)(C1=CC(=CC(=C1)C(F)(F)F)C(F)(F)F)C1=CC(=CC(=C1)C(F)(F)F)C(F)(F)F)(F)F.C(CCCCCCCCCCC)C1=C(C=CC=C1)[S+](C1=C(C=CC=C1)CCCCCCCCCCCC)C1=C(C=CC=C1)CCCCCCCCCCCC